C(C\C=C/CCCCCCCCCCCC)(C(=O)O)C(=O)O cis-3-hexadecene-1,1-dicarboxylic acid